2-fluoro-4-(4,4,5,5-tetramethyl-1,3,2-dioxaborolan-2-yl)phenyl azetidine-1-carboxylate N1(CCC1)C(=O)OC1=C(C=C(C=C1)B1OC(C(O1)(C)C)(C)C)F